methyl 3-(N-(5-chloro-2-(piperidin-1-yl) phenyl) sulfamoyl)-4-methoxybenzoate ClC=1C=CC(=C(C1)NS(=O)(=O)C=1C=C(C(=O)OC)C=CC1OC)N1CCCCC1